(3-morpholino-1,2,4-oxadiazol-5-yl)bicyclo[2.2.2]octane-1-carbaldehyde O1CCN(CC1)C1=NOC(=N1)C1C2(CCC(C1)CC2)C=O